1-isobutyl-1-propanesulfonic acid sodium salt [Na+].C(C(C)C)C(CC)S(=O)(=O)[O-]